4-[3-(Trifluoromethyl)-3H-diazirin-3-yl]benzylamine hydrochloride Cl.FC(C1(N=N1)C1=CC=C(CN)C=C1)(F)F